CN1N=NC2=C1C=CC(=C2C)[C@@H](C(C(=O)O)(C)C)C2=CC(=C(C=C2)C)CN2CC(OC1=C(C2)N=C(C=C1)O)(C)C (S)-3-(1,4-dimethyl-1H-benzo[d][1,2,3]triazol-5-yl)-3-(3-((7-hydroxy-2,2-dimethyl-2,3-dihydropyrido[2,3-f][1,4]oxazepin-4(5H)-yl)methyl)-4-methylphenyl)-2,2-dimethylpropionic acid